O1CC(CC1)C=1C=C2CCN(C2=CC1)C(=O)OC(C)(C)C tert-butyl 5-(tetrahydrofuran-3-yl)indoline-1-carboxylate